methyl-propionyl-oxyethyl-phosphorylcholine COC(C[N+](C)(C)C)=P(=O)CCOC(CC)=O